3-morpholinopropyl 4-(4-((3-(3,6-difluoropyridin-2-yl)-1-((1r,4r)-4-ethoxycyclohexyl)-1H-pyrazol-4-yl) carbamoyl) thiazol-2-yl)-1H-pyrazole-1-carboxylate FC=1C(=NC(=CC1)F)C1=NN(C=C1NC(=O)C=1N=C(SC1)C=1C=NN(C1)C(=O)OCCCN1CCOCC1)C1CCC(CC1)OCC